BrC1=CC(=CC=C1)P(=O)(C)CC1CCC1 1-bromo-3-[cyclobutylmethyl(methyl)phosphoryl]benzene